tert-butyl ((6-(4-fluoro-2-(2-(3-(1-hydroxyethyl)-1,5-dimethyl-1H-pyrazol-4-yl)ethoxy)phenyl)imidazo[1,2-a]pyridin-3-yl)methyl)(methyl)carbamate FC1=CC(=C(C=C1)C=1C=CC=2N(C1)C(=CN2)CN(C(OC(C)(C)C)=O)C)OCCC=2C(=NN(C2C)C)C(C)O